ClC1=C(OCCOCC(=O)O)C=CC=C1C=1N(C2=NC=NC(=C2N1)OC1(CC1)C)CC1=C(C=CC(=C1)Cl)OC 2-(2-(2-chloro-3-(9-(5-chloro-2-methoxybenzyl)-6-(1-methylcyclopropoxy)-9H-purin-8-yl)phenoxy)ethoxy)acetic acid